C(C)(=O)C=1NC2=CC=C(C=C2C1C=1N=NN(C1)CC1CCN(CC1)CCNS(=O)(=O)C1=CC=C(C=C1)C1=C(C=CC=C1C(F)(F)F)C#N)F N-(2-(4-((4-(2-Acetyl-5-fluoro-1H-indol-3-yl)-1H-1,2,3-triazol-1-yl)methyl)piperidin-1-yl)ethyl)-2'-cyano-6'-(trifluoromethyl)-[1,1'-biphenyl]-4-sulfonamid